3-[(6-cyano-2-fluoropyridin-3-yl)oxy]azetidine-1-carboxylic acid tert-butyl ester C(C)(C)(C)OC(=O)N1CC(C1)OC=1C(=NC(=CC1)C#N)F